1-((3,3-Difluoro-1-methylcyclobutyl)methyl)-3-(1-methylcyclopropyl)-4-(trifluoromethyl)-1H-pyrazole-5-carboxylic acid FC1(CC(C1)(C)CN1N=C(C(=C1C(=O)O)C(F)(F)F)C1(CC1)C)F